N-(bis(3-(tributylsilyl)phenyl)phosphaneyl)-N-isopropyl-1,1-bis(4-(tributylsilyl)phenyl)phosphanamine C(CCC)[Si](C=1C=C(C=CC1)P(N(P(C1=CC=C(C=C1)[Si](CCCC)(CCCC)CCCC)C1=CC=C(C=C1)[Si](CCCC)(CCCC)CCCC)C(C)C)C1=CC(=CC=C1)[Si](CCCC)(CCCC)CCCC)(CCCC)CCCC